Cl.C1(CC1)C1=C(C=C2C(=N1)N=C(O2)N2CCOCC2)NC(=O)C=2N=C(OC2)C2=CC(=NC=C2)C N-(5-cyclopropyl-2-morpholinooxazolo[4,5-b]pyridin-6-yl)-2-(2-methylpyridin-4-yl)oxazole-4-carboxamide hydrochloride